3-((3,5-difluoro-4-((2-(trifluoromethyl)pyridin-4-yl)oxy)benzyl)oxy)-7,8-dihydro-1H,6H,9H-6,8a-ethanopyrrolo[1',2':3,4]imidazo[1,2-c]pyrimidin-1-one FC=1C=C(COC=2C=C3N(C(N2)=O)CC24N3C(CC2)CC4)C=C(C1OC1=CC(=NC=C1)C(F)(F)F)F